2-(3,5-dimethylisoxazol-4-yl)ethan-1-amine CC1=NOC(=C1CCN)C